[2-acetamido-2-(acetyloxymethyl)-4-phenylbutyl] acetate C(C)(=O)OCC(CCC1=CC=CC=C1)(COC(C)=O)NC(C)=O